4-[4-(2-aminoethyl)pyrazol-1-yl]-3-(2-methyl-6-piperidin-1-ylpyrimidin-4-yl)sulfanylbenzonitrile NCCC=1C=NN(C1)C1=C(C=C(C#N)C=C1)SC1=NC(=NC(=C1)N1CCCCC1)C